C(C1=CC=CC=C1)NC(C(F)(F)Br)=O N-benzyl-2-bromo-2,2-difluoroacetamide